1-(3-(sec-butyl)-2-oxo-2,3,4,5-tetrahydro-1H-benzo[1,4]diazepine-4-carbonyl)pyrrolidine-3-carboxamide C(C)(CC)C1C(NC2=C(CN1C(=O)N1CC(CC1)C(=O)N)C=CC=C2)=O